4-bromo-7,7,9-trimethyl-7H-benzo[c]fluoren-5-ol BrC1=CC=CC2=C1C(=CC=1C(C=3C=C(C=CC3C21)C)(C)C)O